OC1=CC=C(C=C1)C(C1=CC=C(C=C1)O)(C1=CC=C(C=C1)O)C1=CC=C(C=C1)O tetra-(4-hydroxyphenyl)-methane